C(C)SC=1N(C(N(C(N1)=O)CC1=NC=NN1CC=1C=C(C(=O)OC(C)(C)C)C=CC1)=O)CC1=C(C=C(C(=C1)F)F)F tert-butyl 3-((5-((4-(ethylthio)-2,6-dioxo-3-(2,4,5-trifluorobenzyl)-3,6-dihydro-1,3,5-triazin-1(2H)-yl)methyl)-1H-1,2,4-triazol-1-yl)methyl)benzoate